ClC=1C=C(C=CC1)N1N=C(C2=C1C(N(CC2)C2=CC=C1CCN(CC1=C2)C)=O)C(=O)N[C@H](CO)C2=CC=CC=C2 (S)-1-(3-chlorophenyl)-N-(2-hydroxy-1-phenylethyl)-6-(2-methyl-1,2,3,4-tetrahydroisoquinolin-7-yl)-7-oxo-4,5,6,7-tetrahydro-1H-pyrazolo[3,4-c]pyridine-3-carboxamide